N1N=CC=2N=C(N=CC21)N2C1(CC1)COCC2 4-(1H-Pyrazolo[4,3-d]pyrimidin-5-yl)-7-oxa-4-azaspiro[2.5]octane